C1(=CC=CC=C1)S(=O)(=O)N1CCC2=CC(=CC=C12)[C@H]1[C@@H](C1)N Trans-2-(1-(phenylsulfonyl)indolin-5-yl)cyclopropylamine